[Ti].CC(C)(CC(C)O)O (2-methyl-2,4-pentanediol) titanium